4-(2-chlorophenyl)-3-isobutyl-5-(4-methoxyphenyl)-4,5-dihydropyrrolo[3,4-c]pyrazol-6(1H)-one ClC1=C(C=CC=C1)C1N(C(C=2NN=C(C21)CC(C)C)=O)C2=CC=C(C=C2)OC